3-mercaptopropane ammonium [NH4+].SCCC